2-amino-3-(2-methoxy ethyl ethoxy)-2-methylpropanoate NC(C(=O)[O-])(COC(C)CCOC)C